C(C1=CC=CC=C1)OC1=C(C=CC=C1)S(=O)(=O)C/C(=C/CN)/F (Z)-4-((2-(benzyloxy)phenyl)sulfonyl)-3-fluorobut-2-en-1-amine